OC1CCN(CC1)CC1=C2C(=NC(=C1)C=1C=C3CN(C(C3=CC1)=O)C1C(NC(CC1)=O)=O)N(C=C2)C2COC2 3-(5-(4-((4-hydroxypiperidin-1-yl)methyl)-1-(oxetan-3-yl)-1H-pyrrolo[2,3-b]pyridin-6-yl)-1-oxoisoindolin-2-yl)piperidine-2,6-dione